6-bromo-1H-indazole BrC1=CC=C2C=NNC2=C1